Cl[Si](C)(C)CCl chloro-(chloromethyl)-dimethyl-silane